2,2,7-trifluoro-6-(2,3,4,6-tetrafluoro-5-methylphenyl)-2H-benzo[b][1,4]oxazin-3(4H)-one FC1(C(NC2=C(O1)C=C(C(=C2)C2=C(C(=C(C(=C2F)C)F)F)F)F)=O)F